ClCC1=NC(=NO1)C1CC(C1)C(=O)C1=CC(=CC=C1)Cl (3-(5-(chloromethyl)-1,2,4-oxadiazol-3-yl)cyclobutyl)(3-chlorophenyl)methanone